bis(1,2-dimethyl-3-(3-ethyl-5-methylhexan-3-yl)cyclopentadienyl)zirconium dichloride [Cl-].[Cl-].CC1(C(=C(C=C1)C(CC)(CC(C)C)CC)C)[Zr+2]C1(C(=C(C=C1)C(CC)(CC(C)C)CC)C)C